BrC=1C(=C(C=CC1)N1C(N(C2=CC=CC=C2C1=O)C)=O)C 3-(3-bromo-2-methylphenyl)-1-methyl-quinazoline-2,4(1H,3H)-dione